N-(1,5-dimethylpyrazol-4-yl)-1-methyl-piperidin-4-amine CN1N=CC(=C1C)NC1CCN(CC1)C